3-(2,4-dichlorophenyl)-8-methyl-3,4-dihydroacridine-1,9(2H,10H)-dione ClC1=C(C=CC(=C1)Cl)C1CC(C=2C(C3=C(C=CC=C3NC2C1)C)=O)=O